ClC1=C(C(=C(C=C1)C=1CCCC2=C(C1C1=CC=C(C=C1)CC1CN(C1)CCCF)C=CC=C2)C)F 8-(4-Chloro-3-fluoro-2-methylphenyl)-9-(4-((1-(3-fluoropropyl)azetidin-3-yl)methyl)phenyl)-6,7-dihydro-5H-benzo[7]annulen